[C-]1(C=CC=C1)CC=O.[CH-]1C=CC=C1.[Fe+2] ferrocenyl-acetaldehyde